N-methyl-6-[2-methyl-8-(trifluoromethyl)imidazo[1,2-a]pyridin-6-yl]-N-(2,2,6,6-tetramethylpiperidin-4-yl)[1,3]thiazolo[4,5-c]pyridin-2-amine CN(C=1SC2=C(C=NC(=C2)C=2C=C(C=3N(C2)C=C(N3)C)C(F)(F)F)N1)C1CC(NC(C1)(C)C)(C)C